(R)-2-(6-Bromo-4-((1-(3-(difluoromethyl)-2-fluorophenyl)ethyl)amino)quinazolin-2-yl)ethyl acetate C(C)(=O)OCCC1=NC2=CC=C(C=C2C(=N1)N[C@H](C)C1=C(C(=CC=C1)C(F)F)F)Br